FC=1C=CC2=C(C(NC[C@@]3(CN(CC3)C(=O)OC(C)(C)C)O2)=O)C1 tert-butyl (S)-7-fluoro-5-oxo-4,5-dihydro-3H-spiro[benzo[f][1,4]oxazepine-2,3'-pyrrolidine]-1'-carboxylate